6-(3-(2,6-dioxopiperidin-3-yl)-2-methyl-4-oxo-3,4-dihydroquinazoline-5-yl)-3,6-diazabicyclo[3.1.1]heptane-3-carboxylic acid tert-butyl ester C(C)(C)(C)OC(=O)N1CC2N(C(C1)C2)C2=C1C(N(C(=NC1=CC=C2)C)C2C(NC(CC2)=O)=O)=O